(1S,2R)-2-(((5-fluoro-2-methoxypyridin-3-yl)methyl)amino)cyclopentan-1-ol FC=1C=C(C(=NC1)OC)CN[C@H]1[C@H](CCC1)O